N-(4-(2-amino-5-methylthiazol-4-yl)phenyl)-2-methylbenzamide NC=1SC(=C(N1)C1=CC=C(C=C1)NC(C1=C(C=CC=C1)C)=O)C